C(C#C)OC1=CC=C(C[C@H](N)C(=O)O)C=C1 p-Propargyloxyphenylalanine